5-oxaspiro[2.4]heptane C1CC12COCC2